(R)-5,5-dioxido-3-(trifluoromethyl)-5a,6,8,9-tetrahydro-7H-pyrido[2',3':4,5]thiazolo[3,2-a]pyrazin O=S1(C2=C(N3[C@H]1CNCC3)N=CC(=C2)C(F)(F)F)=O